N'-formyl-5-[(1R,5S,6S)-6-({[6-(trifluoromethyl)pyridin-2-yl]oxy}methyl)-3-azabicyclo[3.1.0]hexane-3-carbonyl]pyrazine-2-carbohydrazide C(=O)NNC(=O)C1=NC=C(N=C1)C(=O)N1C[C@H]2C([C@H]2C1)COC1=NC(=CC=C1)C(F)(F)F